COC=1C=C(C=CC1)CN1N=C2N=C(N=C(C2=C1)N)C1=CN=CO1 2-[(3-methoxyphenyl)methyl]-6-(1,3-oxazol-5-yl)-2H-pyrazolo[3,4-d]pyrimidin-4-amine